2-(trifluoromethyl)pyridine-3-thiol potassium salt [K].FC(C1=NC=CC=C1S)(F)F